methyl 4-methyl-6-(3-(trifluoromethyl)pyrrolidin-1-yl)picolinate CC1=CC(=NC(=C1)N1CC(CC1)C(F)(F)F)C(=O)OC